C(C=CCCC)(=O)O hex-2-enoic acid